BrC=1C=C(C=CC1F)NC(=O)C1=C(N(C(=C1C)C(C(=O)NC1(CCC(CC1)O)C)=O)C)C N-(3-bromo-4-fluorophenyl)-5-(2-(((1r,4r)-4-hydroxy-1-methylcyclohexyl)amino)-2-oxoacetyl)-1,2,4-trimethyl-1H-pyrrole-3-carboxamide